di(2-naphthyl formyl) peroxide C1=C(C=CC2=CC=CC=C12)C(=O)OOC(=O)C1=CC2=CC=CC=C2C=C1